C(C1CO1)OC1=CC=C(C=C1)C(C)(C)C1=CC=C(C=C1)OCC1CO1 2,2-bis(p-glycidoxyphenyl)propane